dimethyl-5-trifluoromethoxy-spiro[indoline-3,1'-pyrrolo[3,2,1-ij]quinazoline]-2,3'(2'H)-dione CN1C(C2(N(C(N3C4=C(C=CC=C24)C=C3)=O)C)C3=CC(=CC=C13)OC(F)(F)F)=O